N,N-diisooctyl-ethanolamine C(CCCCC(C)C)N(CCO)CCCCCC(C)C